5-(5-Chloro-2-isopropyl-4-methoxy-phenoxy)-N2-(1-methanesulfonyl-piperidin-4-yl)-pyrimidine-2,4-diamine ClC=1C(=CC(=C(OC=2C(=NC(=NC2)NC2CCN(CC2)S(=O)(=O)C)N)C1)C(C)C)OC